methyl (2S)-2-(((2-(3-chlorophenyl)-1-(4-chlorophenyl)-2-methylpropoxy)carbonyl) amino)-3-cyclohexylpropanoate ClC=1C=C(C=CC1)C(C(OC(=O)N[C@H](C(=O)OC)CC1CCCCC1)C1=CC=C(C=C1)Cl)(C)C